N-(2,6-difluoro-4-(methylthio)benzyl)-2-methoxy-5-nitro-3-phenylpyridin-4-amine FC1=C(CNC2=C(C(=NC=C2[N+](=O)[O-])OC)C2=CC=CC=C2)C(=CC(=C1)SC)F